5-bromobenzo[b]Naphthalene BrC1=C2C(=CC3=CC=CC=C13)C=CC=C2